(1R,2R)-1-[2,6-difluoro-4-[2-[3-(fluoromethyl)azetidin-1-yl]ethoxy]phenyl]-2-phenyl-tetrahydronaphthalen-6-ol FC1=C(C(=CC(=C1)OCCN1CC(C1)CF)F)[C@@H]1[C@@H](CCC2=CC(=CC=C12)O)C1=CC=CC=C1